(S)-2-(6,7-dihydro-5H-pyrazolo[5,1-b][1,3]oxazin-3-yl)-N-(2-methyl-5-(2-(2-methylpyrrolidin-1-yl)acetamido)pyridin-3-yl)pyrazolo[5,1-b]thiazole-7-carboxamide N1=CC(=C2OCCCN21)C2=CN1C(S2)=C(C=N1)C(=O)NC=1C(=NC=C(C1)NC(CN1[C@H](CCC1)C)=O)C